ClC=1C(=CC(=C(C1)NC1=NC=NC2=CC(=C(C=C12)NC(C=C)=O)OC)OC)OC1=NC=CC=C1 N-(4-((5-chloro-2-methoxy-4-(pyridin-2-yloxy)phenyl)amino)-7-methoxy-quinazolin-6-yl)acrylamide